S1C(=CC=C1)C=1C=CC2=C(C(=C(O2)C2CC2)C2CCN3CCCCC3CC2)C1 5-(thien-2-yl)-3-(1-azabicyclo[5.4.0]undecan-4-yl)-2-cyclopropylbenzofuran